1-n-butylimidazolepropanesulfonic acid C(CCC)N1C(=NC=C1)CCCS(=O)(=O)O